OC1=C(C=CC=C1)[C@@H]1NC([C@@H]2[C@]1(OC1=C2C=CC=C1)[N+](=O)[O-])(C(=O)OCC)C(=O)OCC diethyl (3S,3aR,8bR)-3-(2-hydroxyphenyl)-3a-nitro-2,3,3a,8b-tetrahydro-1H-benzofuro[2,3-c]pyrrole-1,1-dicarboxylate